ClC=1C=C2C=C(NC2=C(C1OCC=1N=CSC1)Cl)CNC(=O)C1(CC1)C N-((5,7-dichloro-6-(thiazol-4-ylmethoxy)-1H-indol-2-yl)methyl)-1-methylcyclopropane-1-carboxamide